DEOXYCYTIDINE-DIPHOSPHATE P(O)(=O)(OP(=O)(O)O)OC[C@@H]1[C@H](C[C@@H](O1)N1C(=O)N=C(N)C=C1)O